COCOC1=C(C#N)C(=CC=C1)[Se]C 2-(methoxymethyloxy)-6-(methylseleno)benzonitrile